C(=CC)C1CCC(CC1)CO 4-propenyl-cyclohexyl-methanol